1,4-diisocyanato-2-methoxybenzene N(=C=O)C1=C(C=C(C=C1)N=C=O)OC